(2R,4S)-4-ethyl-N-((E)-3-(methylsulfonyl)allyl)-2-phenylpiperidine-1-carboxamide C(C)[C@@H]1C[C@@H](N(CC1)C(=O)NC\C=C\S(=O)(=O)C)C1=CC=CC=C1